(1S,2S,3R,4R)-3-[(1S)-1-(acetylamino)-2-ethylbutyl]-4-guanidino-2-hydroxycyclopentanecarboxylic acid ethyl ester sulfate S(=O)(=O)(O)O.C(C)OC(=O)[C@@H]1[C@H]([C@H]([C@@H](C1)NC(=N)N)[C@H](C(CC)CC)NC(C)=O)O